(1R,2S)-2-((6-chloro-5-methylpyridazin-3-yl)amino)cyclohexane-1-ol ClC1=C(C=C(N=N1)N[C@@H]1[C@@H](CCCC1)O)C